6-chloro-N-(4,5-difluoro-2-(1-methylcyclopropyloxy)phenyl)pyridine-2-carboxamide ClC1=CC=CC(=N1)C(=O)NC1=C(C=C(C(=C1)F)F)OC1(CC1)C